2-chloro-1-(3-hydroxyphenyl)ethanone ClCC(=O)C1=CC(=CC=C1)O